3-(4-chlorophenyl)-5-(3-(1-((4-methyl-4H-1,2,4-triazol-3-yl)thio)ethyl)phenyl)isoxazole ClC1=CC=C(C=C1)C1=NOC(=C1)C1=CC(=CC=C1)C(C)SC1=NN=CN1C